C(C)(C)N(CC)C(C)C di-isopropyl-1-ethyl-amine